CNC1=C2C(=NC=N1)N(C=N2)[C@H]3[C@@H]([C@@H]([C@H](O3)COP(=O)([O-])[O-])O)O.[Na+].[Na+] N6-Methyladenosine 5'-monophosphate sodium salt